2-(7-(3-(1H-imidazol-1-yl)prop-1-en-1-yl)-1-(cyclopropylmethyl)-1H-indol-2-yl)-6-(2-amino-3-fluoropropyl)-1-methyl-1,6,7,8-tetrahydro-5H-imidazo[4,5-g]isoquinolin-5-one N1(C=NC=C1)CC=CC=1C=CC=C2C=C(N(C12)CC1CC1)C1=NC=2C(=CC=3CCN(C(C3C2)=O)CC(CF)N)N1C